[Si](C)(C)(C(C)(C)C)[C@H]1CN(CC1)C1=CC(=NC=C1)C1=CN=C2N1N=C(C=C2)Cl (R)-3-(4-(3-tert-Butyldimethylsilanylpyrrolidin-1-yl)pyridin-2-yl)-6-chloroimidazo[1,2-b]pyridazine